O[C@@H]1C[C@H](N(C1)C([C@H](C(C)(C)C)NC(CCCCNC(OC(C)(C)C)=O)=O)=O)C(NCC1=CC=C(C=C1)C1=C(N=CS1)C)=O tert-butyl (5-(((S)-1-((2S,4R)-4-hydroxy-2-((4-(4-methylthiazol-5-yl) benzyl)carbamoyl)pyrrolidin-1-yl)-3,3-dimethyl-1-oxobutan-2-yl)amino)-5-oxopentyl)carbamate